FC1(CC1)C(=O)N1C[C@@](CC1)(C)N1C=C(C(=CC1=O)NC1CCN(CC1)C)C(=O)N 1-((S)-1-(1-fluorocyclopropane-1-carbonyl)-3-methylpyrrolidin-3-yl)-4-((1-methylpiperidin-4-yl)amino)-6-oxo-1,6-dihydropyridine-3-carboxamide